Fmoc-L-threonine C(=O)(OCC1C2=CC=CC=C2C2=CC=CC=C12)N[C@@H]([C@H](O)C)C(=O)O